CNC=1C=C(C=2NC3(CCOCC3)CCCCC[C@](C3=NN=C(C1N2)O3)(O)C(F)(F)F)C(F)(F)F (6R)-17-(methylamino)-6,15-bis(trifluoromethyl)spiro[19-oxa-3,4,13,18-tetrazatricyclo[12.3.1.12,5]nonadeca-1(17),2,4,14(18),15-pentaene-12,4'-tetrahydropyran]-6-ol